C1(=CC=CC=C1)[C@H]1CC[C@H](CC1)OC[C@@H]1N(CC[C@@H]1NS(=O)(=O)C)C1=NC=CC=N1 N-((2R,3S)-2-((((CIS)-4-phenylcyclohexyl)oxy)methyl)-1-(pyrimidin-2-yl)pyrrolidin-3-yl)methanesulfonamide